C(C)(C)(C)OC(=O)NCCSCC(=O)O 2-[(2-{[(tert-butoxy)carbonyl]amino}ethyl)sulfanyl]acetic acid